(2,4-di-tert-butylphenyl)-1,1-biphenyl-4,4'-diyl-bisphosphonite C(C)(C)(C)C1=C(C=CC(=C1)C(C)(C)C)OP([O-])C1=CC=C(C=C1)C1=CC=C(C=C1)P([O-])[O-]